3-(((7-(2-aminopyrimidin-4-yl)-2,3-dihydrofuro[3,2-c]pyridin-4-yl)amino)methyl)-N-(2,2-difluoropropyl)benzamide NC1=NC=CC(=N1)C=1C2=C(C(=NC1)NCC=1C=C(C(=O)NCC(C)(F)F)C=CC1)CCO2